3-((4-methoxyphenyl)sulfonyl)-N-(4-methylpiperazin-1-yl)-6-(trifluoromethoxy)quinolin-4-amine COC1=CC=C(C=C1)S(=O)(=O)C=1C=NC2=CC=C(C=C2C1NN1CCN(CC1)C)OC(F)(F)F